BrC=1SC(=CC1CN)Br 2,5-dibromo-3-thienylmethylamine